3,5-bis(2-(2-(2-(4-(6,8-dichloro-2-methyl-1,2,3,4-tetrahydroisoquinolin-4-yl)phenylsulfonamido)ethoxy)ethoxy)ethyl-carbamoyl)benzenesulfonic Acid ClC=1C=C2C(CN(CC2=C(C1)Cl)C)C1=CC=C(C=C1)S(=O)(=O)NCCOCCOCCNC(=O)C=1C=C(C=C(C1)C(NCCOCCOCCNS(=O)(=O)C1=CC=C(C=C1)C1CN(CC2=C(C=C(C=C12)Cl)Cl)C)=O)S(=O)(=O)O